4-[[4-(2-amino-4-methyLthiazoL-5-yl)thiazol-2-yl]-methyl-amino]phenol NC=1SC(=C(N1)C)C=1N=C(SC1)N(C1=CC=C(C=C1)O)C